N-((4-(3-cyclopropyl-1,2,4-oxadiazol-5-yl)bicyclo[2.2.2]octan-1-yl)methyl)-N-(3-(3-cyclopropyl-1,2,4-oxadiazol-5-yl)phenyl)-4-methylpiperidine-1-carboxamide C1(CC1)C1=NOC(=N1)C12CCC(CC1)(CC2)CN(C(=O)N2CCC(CC2)C)C2=CC(=CC=C2)C2=NC(=NO2)C2CC2